C(C)(C)(C)OC(=O)N1C[C@@H](N(CC1)C=1C2=C(N=CN1)N(C=C2C2=C(C=CC=C2)F)C2=CN=NC=C2)C (S)-4-(5-(2-fluorophenyl)-7-(pyridazin-4-yl)-7H-pyrrolo[2,3-d]pyrimidin-4-yl)-3-methylpiperazine-1-carboxylic acid tert-butyl ester